FC=1C=C(C=C(C1CN[C@H]1CC(NC1)=O)OC)C1=C(C(=CC=C1)B1OC(C(O1)(C)C)(C)C)C (S)-4-(((3-fluoro-5-methoxy-2'-methyl-3'-(4,4,5,5-tetramethyl-1,3,2-dioxaborolan-2-yl)-[1,1'-biphenyl]-4-yl)methyl)amino)pyrrolidin-2-one